Methyl 3-(3,5-dimethylisoxazol-4-yl)-5-(phenyl (tetrahydro-2H-pyran-4-yl)methyl)-5H-pyrido[3,2-b]indole-7-carboxylate CC1=NOC(=C1C1=CC=2N(C=3C=C(C=CC3C2N=C1)C(=O)OC)C(C1CCOCC1)C1=CC=CC=C1)C